FC(C(=O)[O-])(F)F.C[N+](CC)(C)C N,N,N-trimethylethan-1-aminium 2,2,2-trifluoroacetate